C1(=CC=CC=C1)C(C1=CC=CC=C1)=NC1=C(C=C(C=N1)N1CC(N(CC1)C(=O)OC(C)(C)C)(C)C)C tert-butyl 4-(6-((diphenylmethylene)amino)-5-methylpyridin-3-yl)-2,2-dimethylpiperazine-1-carboxylate